C(C)(C)(C)C=1C=C(C=C(C1O)C(C)(C)C)CCC(=O)OCCSCCOC(CCC1=CC(=C(C(=C1)C(C)(C)C)O)C(C)(C)C)=O thiodiethylene bis-[3-(3,5-di-tert-butyl-4-hydroxyphenyl) propionate]